FC(COC)(F)C1(CCC(CC1)=O)O 4-(1,1-difluoro-2-methoxyethyl)-4-hydroxycyclohexane-1-one